(4-(1-(3,6-dimethoxy-9H-carbazol-9-yl)ethyl)benzyl)phosphonic acid diethyl ester C(C)OP(OCC)(=O)CC1=CC=C(C=C1)C(C)N1C2=CC=C(C=C2C=2C=C(C=CC12)OC)OC